CN1N=CC(=C1)C=1C=NN2C1C=C(C=C2)C2=CNC=1N=C(N=CC12)NC1CCOCC1 5-(3-(1-methyl-1H-pyrazol-4-yl)pyrazolo[1,5-a]pyridin-5-yl)-N-(tetrahydro-2H-pyran-4-yl)-7H-pyrrolo[2,3-d]pyrimidin-2-amine